p-chloro-α-bromoacetophenone ClC1=CC=C(C=C1)C(CBr)=O